2-amino-6-fluoro-N-(4-(4-methylpyridazin-3-yl)pyridin-3-yl)pyrazolo[1,5-a]pyrimidine-3-carboxamide NC1=NN2C(N=CC(=C2)F)=C1C(=O)NC=1C=NC=CC1C=1N=NC=CC1C